8-(4,4-difluoropiperidin-1-yl)-1,7-naphthyridin-6-amine FC1(CCN(CC1)C=1N=C(C=C2C=CC=NC12)N)F